ethyl 2-(4-bromo-2-(((2-(((6-bromopyridin-2-yl)oxy)methyl)-5-cyanobenzyl)oxy)methyl)-5-fluorophenyl)acetate BrC1=CC(=C(C=C1F)CC(=O)OCC)COCC1=C(C=CC(=C1)C#N)COC1=NC(=CC=C1)Br